2-(2,6-dioxopiperidin-3-yl)-5-((6-oxO-6-(4-(4-(8-(piperazin-1-yl)quinoxalin-2-yl)-1H-pyrazol-1-yl)piperidin-1-yl)hexyl)amino)isoindoline-1,3-dione O=C1NC(CCC1N1C(C2=CC=C(C=C2C1=O)NCCCCCC(N1CCC(CC1)N1N=CC(=C1)C1=NC2=C(C=CC=C2N=C1)N1CCNCC1)=O)=O)=O